CN(CCCCS(=O)(=O)N)C (3-(dimethylamino)propyl)methanesulfonamide